C(C)C(C1=CC(=C(C(=C1)C(C)(C)C)O)C(C)(C)C)P([O-])([O-])=O.C(C)C(C1=CC(=C(C(=C1)C(C)(C)C)O)C(C)(C)C)P([O-])([O-])=O.[Ca+2].[Ca+2] calcium bis[monoethyl (3,5-di-tert-butyl-4-hydroxylbenzyl) phosphonate]